methyl 2-(dodecylthiocarbothioyl)-2-methylpropionate C(CCCCCCCCCCC)SC(=S)C(C(=O)OC)(C)C